2-chloro-4-(hydroxymethyl)-6-methylnicotinonitrile ClC1=C(C#N)C(=CC(=N1)C)CO